C(C)(=O)N1CCN(CC1)C([C@H](CC1=CC(=CC=C1)Cl)NC(=O)C=1NC2=CC=C(C=C2C1)Cl)=O (S)-N-(1-(4-acetylpiperazin-1-yl)-3-(3-chlorophenyl)-1-oxopropan-2-yl)-5-chloro-1H-indole-2-carboxamide